FC1CC12CC(C2)NCC2=CC(=C1CN(C(C1=C2)=O)C2=CC(=CC=C2)C2(CC(C2)OC)C2=NN=CN2C)C(F)(F)F 6-(((1-fluorospiro[2.3]hexan-5-yl)amino)methyl)-2-(3-((1r,3r)-3-methoxy-1-(4-methyl-4H-1,2,4-triazol-3-yl)cyclobutyl)phenyl)-4-(trifluoromethyl)isoindolin-1-one